BrC=1C=C(C(=NC1)C)F 5-bromo-3-fluoro-2-methylpyridine